BrC1=CC=2N(C=3C=C(C=CC3C2N=C1)C(=O)OC)C1COCC1 methyl 3-bromo-5-(tetrahydrofuran-3-yl)-5H-pyrido[3,2-b]indole-7-carboxylate